CC1(OB(OC1(C)C)C=1C=C2C(=NN(C2=CC1)COCC[Si](C)(C)C)C(=O)[O-])C 5-(4,4,5,5-tetramethyl-1,3,2-dioxaborolan-2-yl)-1-(2-trimethylsilylethoxymethyl)indazole-3-carboxylate